N-(3-aminocyclobutyl)-2-((3-chloro-4-fluorophenyl)(3,4-difluorophenyl)methyl)-1H-imidazole-4-sulfonamide NC1CC(C1)NS(=O)(=O)C=1N=C(NC1)C(C1=CC(=C(C=C1)F)F)C1=CC(=C(C=C1)F)Cl